ClC1=CC=C(C=C1)C(N1C(C2=CC=CC=C2C1=O)=O)C=1N=C(NC1)C(F)(F)F 2-((4-chlorophenyl)(2-(trifluoromethyl)-1H-imidazol-4-yl)methyl)isoindoline-1,3-dione